C(C)(C)(C)S(=O)(=O)N1CCC2=C1N=C(N=C2)NC(C2=C(C=C(C=C2)NS(=O)(=O)CCO)N2CCC1(CC1)CC2)=O N-(7-(tert-butylsulfonyl)-6,7-dihydro-5H-pyrrolo[2,3-d]pyrimidin-2-yl)-4-((2-hydroxyethyl)sulfonamido)-2-(6-azaspiro[2.5]octan-6-yl)benzamide